ClC1=CC=C(S1)C1=NN=C(O1)CNC(OC(C)(C)C)=O tert-butyl ((5-(5-chlorothiophen-2-yl)-1,3,4-oxadiazol-2-yl)methyl)carbamate